(2-hydroxypropan-2-yl)-5-methylcyclohexan-1-ol OC(C)(C)C1(CCCC(C1)C)O